6-amino-2-(3,5-dichloro-4-((1'-methyl-2'-oxospiro[cyclopropane-1,3'-indolin]-5'-yl)oxy)phenyl)-1,2,4-triazine-3,5(2H,4H)-dione NC=1C(NC(N(N1)C1=CC(=C(C(=C1)Cl)OC=1C=C2C3(C(N(C2=CC1)C)=O)CC3)Cl)=O)=O